(E)-3-(3,4-dihydroxyphenyl)-N-(5-hydroxy-8-methoxy-2,2-dimethyl-7-(3-methylbut-2-en-1-yl)-6-carbonyl-2H,6H-pyrano[3,2-b]xanthen-9-yl)acryloylamide OC=1C=C(C=CC1O)\C(=C/C(=O)[NH-])\C1=CC=2OC=3C=C4C(=C(C3C(C2C(=C1OC)CC=C(C)C)=C=O)O)C=CC(O4)(C)C